3-bromo-2-fluoro-N,N-bis[(4-methoxyphenyl)methyl]-5-methylaniline BrC=1C(=C(N(CC2=CC=C(C=C2)OC)CC2=CC=C(C=C2)OC)C=C(C1)C)F